C1CC12CN(CC2)CC=2C=C(C(=C(C2)NC(=O)C2=NC(=CC(=C2)C=2N(N=CC2C2=NN=CN2C)C)NCC)O)C(F)(F)F N-(5-{5-azaspiro[2.4]heptan-5-ylmethyl}-2-hydroxy-3-(trifluoromethyl)phenyl)-6-(ethylamino)-4-[2-methyl-4-(4-methyl-1,2,4-triazol-3-yl)pyrazol-3-yl]pyridine-2-carboxamide